NC1=C(C2=C(C(N1C1=C(C(=CC=C1C)O)C)=O)SC(=N2)C(C)C)C(=O)N 6-amino-5-(3-hydroxy-2,6-dimethylphenyl)-2-isopropyl-4-oxo-4,5-dihydrothiazolo[5,4-c]pyridine-7-carboxamide